C(C)(C)(C)[P@@]1[C@H](C2=CC=CC=C2C1)[C@@H]1[P@](CC2=CC=CC=C12)C(C)(C)C (1R,1'R,2S,2'S)-2,2'-di-tert-butyl-2,3,2',3'-tetrahydro-1H,1'H-(1,1')biisophosphindolyl